N-(9,9-dimethyl-9H-fluoren-2-yl)-N-(4-(phenanthren-9-yl)phenyl)-9,9-diphenyl-9H-fluoren-2-amine CC1(C2=CC=CC=C2C=2C=CC(=CC12)N(C1=CC=2C(C3=CC=CC=C3C2C=C1)(C1=CC=CC=C1)C1=CC=CC=C1)C1=CC=C(C=C1)C=1C2=CC=CC=C2C=2C=CC=CC2C1)C